N-(6-methoxypyridin-3-yl)-2-[methyl[2-(2,7-naphthyridin-3-yl)-5H,6H,7H-cyclopenta[d]pyrimidin-4-yl]amino]acetamide COC1=CC=C(C=N1)NC(CN(C=1C2=C(N=C(N1)C=1N=CC3=CN=CC=C3C1)CCC2)C)=O